7-(6-methylpyridin-2-yl)-1-(1H-pyrrolo[2,3-b]pyridin-4-yl)-2,3-dihydro-1H-pyrido[3,4-b][1,4]oxazine CC1=CC=CC(=N1)C1=CC2=C(OCCN2C2=C3C(=NC=C2)NC=C3)C=N1